C(C)(C)C1=CC(=C(C(=N1)C(=O)NC1=CC=C2C=NN(C2=C1)C=1C=NN(C1)C)C)C 6-isopropyl-3,4-dimethyl-N-(1-(1-methyl-1H-pyrazol-4-yl)-1H-indazol-6-yl)picolinamide